sodium 3,6-dioxa-8-hydroxyoctanesulfonate OCCOCCOCCS(=O)(=O)[O-].[Na+]